NC1=NC=CC=C1C1=NC=2C(=NC(=CC2)C2=CC=CC=C2)N1C1=CC=C(C=N1)CNC(=O)C=1C=C(C=CC1)CC(=O)OC methyl 2-(3-(((6-(2-(2-aminopyridin-3-yl)-5-phenyl-3H-imidazo[4,5-b]pyridin-3-yl)pyridin-3-yl)methyl)carbamoyl)phenyl)acetate